(2S)-2-bromo-N-(3-{2-[(3-methoxy-1-methyl-1H-pyrazol-4-yl)amino]pyrimidin-4-yl}-1H-indol-7-yl)propionamide Br[C@H](C(=O)NC=1C=CC=C2C(=CNC12)C1=NC(=NC=C1)NC=1C(=NN(C1)C)OC)C